[I].ClC=1C=CC(=C2CCCC12)NC(C=C)=O N-(7-chloro-2,3-dihydro-1H-inden-4-yl)acrylamide Iodine